1-(4-(4-Methoxyphenyl)thiazol-2-yl)piperidine-4-carboxylic acid COC1=CC=C(C=C1)C=1N=C(SC1)N1CCC(CC1)C(=O)O